5,6-dimethoxy-1,3-dihydro-2H-benzo[d]imidazole-2-thione COC1=CC2=C(NC(N2)=S)C=C1OC